C(CC)C1C(C2C=CC1C2)C=CCO 3-(3-propyl-bicyclo[2.2.1]hept-5-en-2-yl)-prop-2-en-1-ol